C1(CC1)NC1=CC=2N(C=C1)C=C(N2)C2=CC=C(C=C2)OCCCF N-Cyclopropyl-2-[4-(3-fluoropropoxy)phenyl]imidazo[1,2-a]pyridin-7-amine